8-(4-(aminomethyl)piperidin-1-yl)-3-(5-(difluoromethyl)-1,3,4-thiadiazol-2-yl)-N-(1-methylcyclopropyl)imidazo[1,2-a]pyridine-6-sulfonamide 2,2,2-trifluoroacetate FC(C(=O)O)(F)F.NCC1CCN(CC1)C=1C=2N(C=C(C1)S(=O)(=O)NC1(CC1)C)C(=CN2)C=2SC(=NN2)C(F)F